tert-butyl 2-[[3-nitro-5-(trifluoromethyl)phenoxy]methyl]prop-2-enoate [N+](=O)([O-])C=1C=C(OCC(C(=O)OC(C)(C)C)=C)C=C(C1)C(F)(F)F